p-trifluoromethyl-aniline hydrofluoric acid salt F.FC(C1=CC=C(N)C=C1)(F)F